NC=1N=CC(=NC1C=1OC=CN1)C=1C=C(C=CC1C([2H])([2H])[2H])S(=O)(=O)NC12CCC(C1)(C2)C#N 3-(5-Amino-6-(oxazol-2-yl)pyrazin-2-yl)-N-(4-cyanobicyclo[2.1.1]hexan-1-yl)-4-(methyl-d3)benzenesulfonamide